N-[5-[5-methyl-3-[(3S)-1-methylpyrrolidin-3-yl]oxy-isoxazol-4-yl]pyrazolo[1,5-a]pyridin-2-yl]cyclopropanecarboxamide CC1=C(C(=NO1)O[C@@H]1CN(CC1)C)C1=CC=2N(C=C1)N=C(C2)NC(=O)C2CC2